FC1=CC=C(C=C1)N=C=O 4-fluorophenylisocyanate